C(C)C1=C(C(OC2=CC(=CC=C12)N(CC)CC)=O)C(=O)O.C(C)OC(=O)C=1C(OC2=CC(=CC=C2C1)N(CC)CC)=O 3-ethoxycarbonyl-7-diethylaminocoumarin (ethyl 7-(diethylamino)coumarin-3-carboxylate)